ClC1=C(C=C(C(=C1)OC1=C(SC=C1)C(=O)N1CCN(C2=CC=CC=C12)C1CC1)Cl)C(C(=O)N)C 2,5-dichloro-4-((2-(4-cyclopropyl-1,2,3,4-tetrahydroquinoxaline-1-carbonyl)thiophen-3-yl)oxy)phenylpropanamide